C1=CC=CC=2OC3=CC=CC(=C3SC12)S(=O)(=O)[O-] phenoxathiin-9-sulfonate